N-m-morpholinophenyl-6-[p-(1-piperazinyl)phenyl]-1,4,7a-triaza-2-indenecarboxamide O1CCN(CC1)C=1C=C(C=CC1)NC(=O)C1=NN2C=C(C=NC2=C1)C1=CC=C(C=C1)N1CCNCC1